NC1=NC(=NC(=C1C(=O)OCC)C)C1=C(C=C(C=C1)C(C)(C)C)CO ethyl 4-amino-2-(4-(tert-butyl)-2-(hydroxymethyl)phenyl)-6-methylpyrimidine-5-carboxylate